NC1=C(C=C(C=N1)NC(C(=O)N1C(CCC(C1)C)C1=CC(=CC=C1)C1CCN(CC1)C)=O)C N-(6-amino-5-methylpyridin-3-yl)-2-(5-methyl-2-(3-(1-methylpiperidin-4-yl)phenyl)piperidin-1-yl)-2-oxoacetamide